NCCC1=NNC=C1C#N 3-(2-aminoethyl)-1H-pyrazole-4-carbonitrile